NCCCN=S(=O)(C)C1=C(C=C(C=C1)NC(=O)C=1N(C(=CN1)C=1C(=NN(C1)CC#N)C(F)(F)F)C)C N-[4-[N-(3-aminopropyl)-S-methyl-sulfonimidoyl]-3-methyl-phenyl]-5-[1-(cyanomethyl)-3-(trifluoromethyl)pyrazol-4-yl]-1-methyl-imidazole-2-carboxamide